tert-Butyl ((5-((6-(4-((tert-butoxycarbonyl)amino)piperidin-1-yl)pyridin-3-yl)oxy)-3',5'-dichloro-[1,1'-biphenyl]-3-yl)methyl)(methyl)carbamate C(C)(C)(C)OC(=O)NC1CCN(CC1)C1=CC=C(C=N1)OC=1C=C(C=C(C1)C1=CC(=CC(=C1)Cl)Cl)CN(C(OC(C)(C)C)=O)C